(S,E)-2-((1-(4-nitrophenyl)ethylidene)amino)tetrahydroimidazo[1,5-a]pyridine-1,3(2H,5H)-dione [N+](=O)([O-])C1=CC=C(C=C1)\C(\C)=N\N1C(N2[C@@H](CCCC2)C1=O)=O